(R)-7-Chloro-1-(pyrrolidin-3-yloxy)isoquinoline ClC1=CC=C2C=CN=C(C2=C1)O[C@H]1CNCC1